(S)-1'-(5-(3,4-dihydro-1,5-naphthyridin-1(2H)-yl)-1H-imidazo[4,5-b]pyrazin-2-yl)-1,3-dihydrospiro[indene-2,4'-piperidin]-1-amine N1(CCCC2=NC=CC=C12)C=1N=C2C(=NC1)NC(=N2)N2CCC1(CC2)[C@@H](C2=CC=CC=C2C1)N